C(#C)C1=CC=C(C=C1)N=S(=O)(F)N1[C@@H](CCC1)C(=O)OC Methyl (N-(4-ethynylphenyl)-S-fluorosulfonimidoyl)-L-prolinate